N-[(6-Amino-2-pyridyl)sulfonyl]-2-[(4-methyltetrahydropyran-4-yl)methylamino]-6-(p-tolyl)pyridin-3-carboxamid NC1=CC=CC(=N1)S(=O)(=O)NC(=O)C=1C(=NC(=CC1)C1=CC=C(C=C1)C)NCC1(CCOCC1)C